FC=1C(=C(C=CC1)C1=CC=C(C(=N1)N1C(C[C@@H](C1)C)(C)C)C(=O)NS(=O)(=O)C=1C(NC=CC1)=O)OC 6-(3-Fluoro-2-methoxyphenyl)-N-[(2-oxo-1H-pyridin-3-yl)sulfonyl]-2-[(4S)-2,2,4-trimethylpyrrolidin-1-yl]pyridin-3-carboxamid